NCC1=CC(=C(C=C1)NC(=O)C1=CC2=C(OCCC3=C2SC=C3)C=C1C=1C(=NC(=CC1)C(NCC1CC1)=O)C(=O)OC)C methyl 3-(9-((4-(aminomethyl)-2-methylphenyl)carbamoyl)-4,5-dihydrobenzo[b]thieno[2,3-d]oxepin-8-yl)-6-((cyclopropylmethyl)carbamoyl)picolinate